4-((2-fluoroethyl)(pyrimidin-5-yl)amino)benzonitrile FCCN(C1=CC=C(C#N)C=C1)C=1C=NC=NC1